mono-tert.-butyl succinate C(CCC(=O)[O-])(=O)OC(C)(C)C